2-(4-(3-((4-butoxyphenyl)sulfonyl)-6-(methylthio)quinolin-4-yl)-1,4-diazepan-1-yl)ethan-1-ol C(CCC)OC1=CC=C(C=C1)S(=O)(=O)C=1C=NC2=CC=C(C=C2C1N1CCN(CCC1)CCO)SC